2-azabicyclo[2.2.1]heptan C12NCC(CC1)C2